2-(trimethylsilyl)ethyl 3-(2-(tert-butoxy)-2-oxoethyl)-4-hydroxybenzoate C(C)(C)(C)OC(CC=1C=C(C(=O)OCC[Si](C)(C)C)C=CC1O)=O